ClC1=C(C=C2C(=C(N(C2=C1F)C)C1=NC(=NN1)C(C)NCCOC)N1C=NC=C1)OC 1-(5-(6-chloro-7-fluoro-3-(1H-imidazol-1-yl)-5-methoxy-1-methyl-1H-indol-2-yl)-1H-1,2,4-triazol-3-yl)-N-(2-methoxyethyl)ethan-1-amine